CC1(CNC=2C1=NC(=CC2)C(=O)NC2=CC(=CC=C2)C2(CC(C2)CC#N)C2=NN=CN2C)C 3,3-dimethyl-N-{3-[(1s,3s)-3-(cyanomethyl)-1-(4-methyl-1,2,4-triazol-3-yl)cyclobutyl]phenyl}-1H,2H-pyrrolo[3,2-b]pyridine-5-carboxamide